5-(1H-pyrazol-3-yl)-3-(trifluoromethyl)pyridin-2-amine N1N=C(C=C1)C=1C=C(C(=NC1)N)C(F)(F)F